FC1([C@H]2[C@H](N([C@@H](C1)CC2)C(=O)C2(C1=CC=CC=C1C=1C=CC=CC21)O)C(=O)N[C@H](C[C@H]2C(NCC2)=O)\C=C(\S(=O)(=O)C)/F)F (1R,3S,4R)-5,5-difluoro-N-((R,E)-4-fluoro-4-(methylsulfonyl)-1-((S)-2-oxopyrrolidin-3-yl)but-3-en-2-yl)-2-(9-hydroxy-9H-fluorene-9-carbonyl)-2-azabicyclo[2.2.2]octane-3-carboxamide